2-{[6-butyl-4-(pyridin-3-yl)quinolin-2-yl](methyl)amino}acetic acid C(CCC)C=1C=C2C(=CC(=NC2=CC1)N(CC(=O)O)C)C=1C=NC=CC1